C(C)OC[C@]1(CN(CC1)C(=O)OC(C)(C)C)COS(=O)(=O)C tert-butyl (S)-3-(ethoxymethyl)-3-(((methylsulfonyl)oxy)methyl)pyrrolidine-1-carboxylate